methyl (E)-8-(2,4-dichlorophenyl)-9-(4-((1-(4-(dimethylamino)-4-oxobut-2-en-1-yl)azetidin-3-yl)oxy)phenyl)-6,7-dihydro-5H-benzo[7]annulene-3-carboxylate ClC1=C(C=CC(=C1)Cl)\C=1\CCCC2=C(/C1/C1=CC=C(C=C1)OC1CN(C1)CC=CC(=O)N(C)C)C=CC(=C2)C(=O)OC